4-ethoxy-N-(8-fluoro-2-methylimidazo[1,2-a]pyridin-6-yl)-2-(2,7-diazaspiro[3.5]nonan-7-yl)pyrimidine-5-carboxamide C(C)OC1=NC(=NC=C1C(=O)NC=1C=C(C=2N(C1)C=C(N2)C)F)N2CCC1(CNC1)CC2